FC(C=1C=CC(=NC1)NC1CCN(CC1)S(=O)(=O)C1=CC=C(C=C1)C=1C=C2CCC(NC2=CC1)=O)(F)F 6-(4-((4-((5-(Trifluoromethyl)pyridin-2-yl)amino)piperidin-1-yl)sulfonyl)phenyl)-3,4-dihydroquinolin-2(1H)-one